C[C@@H]1O[C@@H](CN(C1)CC1(CC1)C=1N=C(SC1)N)C 4-(1-(((2S,6R)-2,6-dimethylmorpholino)methyl)cyclopropyl)thiazol-2-amine